ethyl (2S,3S,E)-5-(benzofuran-3-yl)-2,3-dihydroxypent-4-enoate O1C=C(C2=C1C=CC=C2)/C=C/[C@@H]([C@@H](C(=O)OCC)O)O